C(C)(C)(C)OC(=O)N1C[C@@H](N(CC1)C1=NC(=CC=C1)S(NC1=NC(=C(C=C1)C(F)(F)F)C1=C(C=CC=C1)C)(=O)=O)C(=O)O (2R)-4-[(tert-butoxy)carbonyl]-1-(6-{[6-(2-methylphenyl)-5-(trifluoromethyl)pyridin-2-yl]sulfamoyl}pyridin-2-yl)piperazine-2-carboxylic acid